dinitrate [N+](=O)([O-])[O-].[N+](=O)([O-])[O-].[Fe+2]